ClC1=C(OCC=2C=C(OC3C(N(C3)C(=O)[O-])C)C=CC2)C=CC(=C1)Cl 3-(3-((2,4-dichlorophenoxy)methyl)phenoxy)-2-methylazetidine-1-carboxylate